phytol lactate C(C(O)C)(=O)OC/C=C(/CCC[C@@H](CCC[C@@H](CCCC(C)C)C)C)\C